3-(2H-benzotriazol-2-yl)-5-(1,1-dimethylethyl)-4-hydroxyphenylpropionic acid N=1N(N=C2C1C=CC=C2)C=2C=C(C=C(C2O)C(C)(C)C)C(C(=O)O)C